N-methyl-butyrolactam CN1C(CCC1)=O